NC1=CC(=NO1)C1CCN(CC1)C(=O)C1=CNC2=CC=CC=C12 (4-(5-aminoisoxazol-3-yl)piperidin-1-yl)(1H-indol-3-yl)methanone